CC1(C2(N(C3=CC=CC=C13)CCO)OC1=CC=CC=C1C=C2)C 2-(3',3'-dimethylspiro[chromene-2,2'-indolin]-1'-yl)ethan-1-ol